N1C(=NC2=C1C=CC=C2)C2=CC(=NN2CCO)NC(C2=CC=C(C=C2)N2CCN(CC2)C)=O N-[5-(1H-benzimidazol-2-yl)-1-(2-hydroxyethyl)pyrazol-3-yl]-4-(4-methylpiperazin-1-yl)benzamide